NC(CC(=O)N1CC2N(C=3N(C(N=C(C3)OCC=3C=CC(=C(C#N)C3)F)=O)C2)CC1)(C)C 5-(((2-(3-Amino-3-methylbutanoyl)-9-oxo-2,3,4,9,11,11a-hexahydro-1H-pyrazino[1',2':3,4]imidazo[1,2-c]pyrimidin-7-yl)oxy)methyl)-2-fluorobenzonitrile